6-chloro-7-(2-fluorophenyl)-1-(2-isopropyl-4-methylpyridin-3-yl)-4-((S)-2-methyl-4-((2R,3S)-3-(piperidin-1-ylmethyl)oxirane-2-carbonyl)piperazin-1-yl)pyrido[2,3-d]pyrimidin-2(1H)-one ClC1=CC2=C(N(C(N=C2N2[C@H](CN(CC2)C(=O)[C@@H]2O[C@H]2CN2CCCCC2)C)=O)C=2C(=NC=CC2C)C(C)C)N=C1C1=C(C=CC=C1)F